CSC1=NC(N(C(N1)=O)C1CCOCC1)=O 6-methylsulfanyl-3-tetrahydropyran-4-yl-1H-1,3,5-triazine-2,4-dione